1-(3-(1H-Pyrazol-5-yl)-2-((((CIS)-4-(2,3,6-trifluorophenyl)cyclohexyl)oxy)methyl)piperidin-1-yl)-2-hydroxyethan-1-one N1N=CC=C1C1C(N(CCC1)C(CO)=O)CO[C@@H]1CC[C@@H](CC1)C1=C(C(=CC=C1F)F)F